3-chloro-4-isopropyl-pyridinecarbonitrile ClC=1C(=NC=CC1C(C)C)C#N